ClC=1N(C(N(C1C1=CC=C(C=C1)Cl)C[C@@H](C(F)(F)F)O)=O)CC1=NN(C(=N1)[C@H](C)O)C1=C(C=CC=C1)F 4-chloro-5-(4-chlorophenyl)-3-((1-(2-fluorophenyl)-5-((S)-1-hydroxyethyl)-1H-1,2,4-triazol-3-yl)methyl)-1-((S)-3,3,3-trifluoro-2-hydroxypropyl)-1,3-dihydro-2H-imidazol-2-one